FC=1C(=NC(=NC1)N[C@H]1CN(CC1)C(=O)C1=CC=C(C=C1)NC(C=C)=O)OC (R)-N-(4-(3-((5-fluoro-4-methoxypyrimidin-2-yl)amino)pyrrolidine-1-carbonyl)phenyl)acrylamide